(2R,4S)-1-((2'-chloro-5-cyano-[1,1'-biphenyl]-2-yl)sulfonyl)-N-((Z)-4-(3,3-difluoroazetidin-1-yl)-4-oxobut-2-en-1-yl)-4-fluoro-2-methylpiperidine-4-carboxamide ClC1=C(C=CC=C1)C1=C(C=CC(=C1)C#N)S(=O)(=O)N1[C@@H](C[C@@](CC1)(C(=O)NC\C=C/C(=O)N1CC(C1)(F)F)F)C